2-{(5R)-3-[2-(1-{[3,5-bis(difluoromethyl)-1H-pyrazol-1-yl] acetyl}piperidin-4-yl)-1,3-thiazol-4-yl]-4,5-dihydro-1,2-oxazol-5-yl}-3-chlorophenyl methanesulfonate CS(=O)(=O)OC1=C(C(=CC=C1)Cl)[C@H]1CC(=NO1)C=1N=C(SC1)C1CCN(CC1)C(CN1N=C(C=C1C(F)F)C(F)F)=O